FC(C1=NN=C(O1)C=1C=CC(=NC1)CN1C(N(C2=C1C=CC=C2)C2CN(C2)C)=O)F 1-((5-(5-(difluoromethyl)-1,3,4-oxadiazol-2-yl)pyridin-2-yl)methyl)-3-(1-methylazetidin-3-yl)-1,3-dihydro-2H-benzo[d]imidazol-2-one